BrC=1C=C(C=CC1)C1(CC1)C=1NC(C=2CN(CCCC2N1)C([C@H](O)C1=CC(=CC=C1)Cl)=O)=O (R)-2-(1-(3-bromophenyl)cyclopropyl)-6-(2-(3-chlorophenyl)-2-hydroxyacetyl)-3,5,6,7,8,9-hexahydro-4H-pyrimido[5,4-c]azepin-4-one